COC=1C=CC(=C(C1)[C@H](C(C)(C)C)OCC12N=CN([C@H]3C[C@H](O)[C@@H](CO)O3)C2=NC=NC1=N)[N+](=O)[O-] 5-[(S)-1-(5-methoxy-2-nitrophenyl)-2,2-dimethyl-propyl-oxy]methyl-2'-deoxy-adenosine